behenyl-diethylmethyl-ammonium chloride [Cl-].C(CCCCCCCCCCCCCCCCCCCCC)[N+](C)(CC)CC